2-(((2-(2,6-dioxopiperidin-3-yl)-1,3-dioxoisoindolin-4-yl)amino)methyl)thiazol O=C1NC(CCC1N1C(C2=CC=CC(=C2C1=O)NCC=1SC=CN1)=O)=O